8-bromo-1-(3,3-difluoro-1-methylpiperidin-4-yl)-3-(methyl-d3)-1,3-dihydro-2H-imidazo[4,5-c]quinolin-2-one BrC1=CC=2C3=C(C=NC2C=C1)N(C(N3C3C(CN(CC3)C)(F)F)=O)C([2H])([2H])[2H]